2-(5-chloro-2H-benzotriazole-2-yl)-4,6-bis(1,1-dimethylethyl)phenol ClC1=CC=2C(=NN(N2)C2=C(C(=CC(=C2)C(C)(C)C)C(C)(C)C)O)C=C1